(2,2-difluoro-7-((5-methoxy-7-methyl-1H-indol-4-yl)methyl)-7-azaspiro[3.5]nonan-6-yl)benzoic acid FC1(CC2(C1)CC(N(CC2)CC2=C1C=CNC1=C(C=C2OC)C)C2=C(C(=O)O)C=CC=C2)F